FC(S(=O)(=O)OC=1C=C(C=CC1C=O)C1=C(C(=CC=C1)C1=C(C(=CC=C1)C1=NC(=C(C=C1)C=O)OC)Cl)Cl)(F)F 2',2''-dichloro-4-formyl-3''-(5-formyl-6-methoxypyridin-2-yl)-[1,1':3',1''-terphenyl]-3-yl trifluoromethanesulfonate